7-fluoro-2-oxo-2,3,4,5-tetrahydro-1H-benzo[b]azepine-8-carboxylic acid methyl ester COC(=O)C=1C(=CC2=C(NC(CCC2)=O)C1)F